1-(2-methylpropyl)-5-{[(oxan-4-yl)amino]methyl}-1H-indol CC(CN1C=CC2=CC(=CC=C12)CNC1CCOCC1)C